CN1CCC2(C[C@@H]2C(=O)N[C@@H](CCCCCC(CC)=O)C=2NC(=CN2)C=2C=CC=3N(C4=CC=CC=C4C3C2)C)CC1 (S)-6-Methyl-N-((S)-1-(5-(9-methyl-9H-carbazol-3-yl)-1H-imidazol-2-yl)-7-oxononyl)-6-azaspiro[2.5]octan-1-carboxamid